C(#C)CC(=O)O[C@@H]1[C@]2(C)[C@@H](CC1)[C@@H]1CC=C3C=CCC[C@@H]3[C@H]1CC2 alpha-ethynyl-17beta-acetoxy-3,5-estradiene